BrC=1C=CC(=C(C1)C1CN(CC1)C(=O)OC(C)(C)C)C(=O)OC tert-butyl 3-(5-bromo-2-methoxycarbonyl-phenyl)pyrrolidine-1-carboxylate